2-(2-fluoroanilino)pyridinat FC1=C(NC2(NC=CC=C2)C(=O)[O-])C=CC=C1